2-(4-fluorophenyl)-1-(phenylethynyl)-1,2,3,4-tetrahydroisoquinoline FC1=CC=C(C=C1)N1C(C2=CC=CC=C2CC1)C#CC1=CC=CC=C1